Cl.N1=C(C=CC=C1)[C@H](C)N (S)-1-(Pyridin-2-yl)Ethanamine hydrochloride